3,3-dimethyl-2-oxo-1-(thiophen-2-ylmethyl)indoline-6-carboxylic acid CC1(C(N(C2=CC(=CC=C12)C(=O)O)CC=1SC=CC1)=O)C